C1(CCCC1)C1=NOC2=C1N=C(N=C2N2CCOCC2)C=2OC=CC2 3-cyclopentyl-5-(furan-2-yl)-7-morpholinoisoxazolo[4,5-d]pyrimidine